N-(2-methoxyphenyl)-4-(2-(4-(N-phenylpropionamido)piperidin-1-yl)benzyl)piperazine-1-carboxamide 1-non-2-ensulfonat C(C=CCCCCCC)S(=O)(=O)O.COC1=C(C=CC=C1)NC(=O)N1CCN(CC1)CC1=C(C=CC=C1)N1CCC(CC1)N(C(CC)=O)C1=CC=CC=C1